The molecule is a hydroperoxy fatty acid that is 10-hydroperoxy derivative of (8E)-octadecenoic acid. It derives from an oleic acid. It is a conjugate acid of a 10-hydroperoxy-8E-octadecenoate. CCCCCCCCC(/C=C/CCCCCCC(=O)O)OO